COC(=O)C=1CN(CCC1N)C(C)(C)C 4-amino-1-tert-butyl-1,2,5,6-tetrahydro-pyridine-3-carboxylic Acid Methyl Ester